O1C(=CC=C1)C1=CC(=NO1)C(=O)NCCC1=NC=CC=C1 5-(furan-2-yl)-N-(2-(pyridin-2-yl)ethyl)isoxazole-3-carboxamide